C1(CCC1)CO[C@@H](CC1=NC2=C(N1C)C=CC(=C2)C(=O)O)[C@H](O)C2=CC(=C(C(=C2)OC)C)OC 2-[(2S,3R)-2-(cyclobutylmethoxy)-3-(3,5-dimethoxy-4-methyl-phenyl)-3-hydroxy-propyl]-1-methyl-benzimidazole-5-carboxylic acid